methyl 1-(4-bromo-2-nitrophenyl)-1H-pyrrole-2-carboxylate BrC1=CC(=C(C=C1)N1C(=CC=C1)C(=O)OC)[N+](=O)[O-]